5-methyl-thioadenosine CC12N=CN([C@H]3[C@H](S)[C@H](O)[C@@H](CO)O3)C2=NC=NC1=N